FC(COC1=NSC(=C1)C(=O)NC=1C(=NC=NC1C1OCC(CC1)(F)F)C1=C(C=CC(=C1)F)F)F 3-(2,2-difluoroethoxy)-N-(4-(2,5-difluorophenyl)-6-(5,5-difluorotetrahydro-2H-pyran-2-yl)pyrimidin-5-yl)isothiazole-5-carboxamide